ClCCOCCOC(C)O [2-(2-chloroethoxy)ethoxyl]ethanol